(1R,3S)-3-(3-{[(2-methylimidazo[2,1-b][1,3,4]thiadiazol-6-yl)acetyl]amino}-1H-pyrazol-5-yl)cyclopentyl-(2S)-butan CC1=NN2C(S1)=NC(=C2)CC(=O)NC2=NNC(=C2)[C@@H]2C[C@@H](CC2)CCCC